5,6-DICHLORO-2-(ISOPROPYLAMINO)-(1BETA-L-RIBOFURANOSYL)1H-BENZIMIDAZOLE ClC1=CC2=C(N(C(=N2)NC(C)C)[C@@H]2[C@@H](O)[C@@H](O)[C@@H](O2)CO)C=C1Cl